2-(4-(4-acryloyl-piperazin-1-yl)-6-chloro-quinazolin-7-yl)benzonitrile C(C=C)(=O)N1CCN(CC1)C1=NC=NC2=CC(=C(C=C12)Cl)C1=C(C#N)C=CC=C1